6-(2,4-Dimethoxypyrimidin-5-yl)-4-((1S,2R)-2-isopropylcyclopropyl)pyridazin-3(2H)-one COC1=NC=C(C(=N1)OC)C=1C=C(C(NN1)=O)[C@@H]1[C@H](C1)C(C)C